1-(8-fluoro-2-((hexahydro-1H-pyrrolizin-7a-yl)methoxy)-7-(naphthalen-1-yl)pyrido[4,3-d]pyrimidin-4-yl)-3-methylpiperidin-3-ol FC1=C(N=CC2=C1N=C(N=C2N2CC(CCC2)(O)C)OCC21CCCN1CCC2)C2=CC=CC1=CC=CC=C21